1-(tetrahydro-2H-pyran-2-yl)-1H-pyrazolo[3,4-b]pyridine-3-carboxylate O1C(CCCC1)N1N=C(C=2C1=NC=CC2)C(=O)[O-]